FC1=C(C=CC=C1OC)[C@@H](C)NC(=O)N1CCN(CC1)C1=C(C=NC=C1)F (R)-N-(1-(2-Fluoro-3-methoxyphenyl)ethyl)-4-(3-fluoropyridin-4-yl)piperazine-1-carboxamide